OC1=C(C=CC(=C1)N(CC)CC)C=1C=C(C(=O)C2=CC(=CC(=C2)C)OC)C=CC1 3-(2'-hydroxy-4'-diethylaminophenyl)-3'-methoxy-5'-methylbenzophenone